(R)-3-(tert-butyl)-N-(1-(4-(6-(3,5-dimethyl-1-(piperidin-4-yl)-1H-pyrazol-4-yl)-7-(hydroxymethyl)-7H-pyrrolo[2,3-d]pyrimidin-4-yl)-2-methylphenyl)ethyl)-1,2,4-oxadiazole-5-carboxamide C(C)(C)(C)C1=NOC(=N1)C(=O)N[C@H](C)C1=C(C=C(C=C1)C=1C2=C(N=CN1)N(C(=C2)C=2C(=NN(C2C)C2CCNCC2)C)CO)C